5-(4-methylpiperazin-1-yl)-2-nitroaniline CN1CCN(CC1)C=1C=CC(=C(N)C1)[N+](=O)[O-]